C(C)(C)(C)C1=NOC(=C1)NC(=O)NC1=C(C=C(C=C1)OC1=CC=NC=2NC(CCC12)=O)C(F)(F)F 1-(3-tert-butylisoxazol-5-yl)-3-[4-[(7-oxo-6,8-dihydro-5H-1,8-naphthyridin-4-yl)oxy]-2-(trifluoromethyl)phenyl]urea